3-(5-(((S)-1-((2,3-Dihydrofuro[2,3-c]pyridin-5-yl)methyl)pyrrolidin-3-yl)oxy)-1-oxoisoindolin-2-yl)piperidine-2,6-dione O1CCC=2C1=CN=C(C2)CN2C[C@H](CC2)OC=2C=C1CN(C(C1=CC2)=O)C2C(NC(CC2)=O)=O